CC1=C[C@@H]2[C@H](C(OC=3C=C(C=C(C23)O)CCC2=CC=CC=C2)(C([2H])([2H])[2H])C([2H])([2H])[2H])CC1 (6aR,10aR)-9-methyl-6,6-bis(methyl-d3)-3-phenethyl-6a,7,8,10a-tetrahydro-6H-benzo[c]chromen-1-ol